(R)-6-(2-ethoxymethoxy-4-formylphenyl)-5-methyl-3-((1-methylpiperidin-3-yl)amino)pyridazine-4-carbonitrile C(C)OCOC1=C(C=CC(=C1)C=O)C1=C(C(=C(N=N1)N[C@H]1CN(CCC1)C)C#N)C